NC1=C(C=C(C=C1C(=O)NCCC)C1=CC=C(C=C1)Cl)C1=CC=C(C=C1)S(N)(=O)=O 4'-amino-4-chloro-N-propyl-4''-sulfamoyl-[1,1':3',1''-terphenyl]-5'-carboxamide